3,5-dichloro-4-fluoro-2'-nitro-biphenyl ClC=1C=C(C=C(C1F)Cl)C1=C(C=CC=C1)[N+](=O)[O-]